NC1CCC(CC1)NC1=NC(=NC=C1C=1C=NN(C1)CCO)NC1=CC(=CC(=C1)C(F)(F)F)C(F)(F)F 2-(4-(4-((1r,4r)-4-aminocyclohexylamino)-2-(3,5-bis(trifluoromethyl)phenylamino)pyrimidin-5-yl)-1H-pyrazol-1-yl)ethan-1-ol